6-fluoro-2,2-dimethyl-1,2,3,5,10,10a-hexahydropyrrolo[1,2-b]isoquinolin FC1=CC=CC=2CC3N(CC12)CC(C3)(C)C